3-(4,5-dimethyltriazol-2-yl)-5-(3-carboxymethoxyphenyl)-2-(4-sulfophenyl)-2H-triazole CC1=NN(N=C1C)N1N(NC(=C1)C1=CC(=CC=C1)OCC(=O)O)C1=CC=C(C=C1)S(=O)(=O)O